2-(1-((1r,4r)-4-(cyanomethyl)cyclohexyl)-1,6-dihydroimidazo[4,5-d]Pyrrolo[2,3-b]Pyridin-2-yl)-N-(2-methoxyethyl)acetamide C(#N)CC1CCC(CC1)N1C(=NC=2C1=C1C(=NC2)NC=C1)CC(=O)NCCOC